tert-butylcarbamate ammonium [NH4+].C(C)(C)(C)NC([O-])=O